galactouronic acid O=C[C@H](O)[C@@H](O)[C@@H](O)[C@H](O)C(=O)O